NC=1C2=C(N=C(N1)Cl)N(C=C2C2=NN(C=C2)C)[C@@H]2C[C@@H]([C@@H]1[C@H]2OC(O1)(C)C)C=1C=C(C=O)C=CC1 3-((3aR,4R,6R,6aS)-6-(4-amino-2-chloro-5-(1-methyl-1H-pyrazol-3-yl)-7H-pyrrolo[2,3-d]pyrimidin-7-yl)-2,2-dimethyltetrahydro-4H-cyclopenta[d][1,3]dioxol-4-yl)benzaldehyde